FC=1C=NC(=NC1)C1=C(C(=NC=C1)NC1=C(N=NC(=C1)NC1=NC=C(N=C1)C)C(=O)NC([2H])([2H])[2H])OC 4-{[4-(5-Fluoropyrimidin-2-yl)-3-methoxypyridin-2-yl]amino}-N-(2H3)methyl-6-[(5-methylpyrazin-2-yl)amino]pyridazin-3-carboxamid